N[C@H](CCCC)C(=O)O D-Norleucin